6-chloro-4-(1-cyclopropyl-3-phenyl-1H-pyrazol-4-yl)-7-methoxypyrido[3,2-d]pyrimidine ClC=1C(=CC=2N=CN=C(C2N1)C=1C(=NN(C1)C1CC1)C1=CC=CC=C1)OC